CN1N=CC(=C1)CN1CCC(CC1)(CCC1=CC=CC=C1)C1=NC=CC=C1 2-(1-((1-methyl-1H-pyrazol-4-yl)methyl)-4-phenethyl-piperidin-4-yl)pyridine